2-{[1-(4-fluorophenyl)-4-methyl-1H-1,2,3-triazol-5-yl]methoxy}-N-(1-methyl-5-oxopyrrolidin-3-yl)-5,6,7,8-tetrahydro-1,6-naphthyridine-6-carboxamide FC1=CC=C(C=C1)N1N=NC(=C1COC1=NC=2CCN(CC2C=C1)C(=O)NC1CN(C(C1)=O)C)C